Ethyl (Z)-4-((9-((4-fluorobenzyl)oxy)-8-methoxy-2,2-dimethyl-7-(3-methylbut-2-en-1-yl)-6-oxo-2H,6H-pyrano[3,2-b]xanthen-5-yl)oxy)but-2-enoate FC1=CC=C(COC2=CC=3OC=4C=C5C(=C(C4C(C3C(=C2OC)CC=C(C)C)=O)OC\C=C/C(=O)OCC)C=CC(O5)(C)C)C=C1